(S)-3-(5-(4-((1-(4-((R)-7'-hydroxyspiro[cyclohexane-1,3'-isochroman]-4'-yl)phenyl)piperidin-4-yl)methyl)piperazin-1-yl)-1-oxoisoindolin-2-yl)piperidine-2,6-dione OC1=CC=C2[C@H](C3(OCC2=C1)CCCCC3)C3=CC=C(C=C3)N3CCC(CC3)CN3CCN(CC3)C=3C=C1CN(C(C1=CC3)=O)[C@@H]3C(NC(CC3)=O)=O